BrC=1C=C(C=2N(C1)C=C(N2)C)C(=O)OC methyl 6-bromo-2-methyl-imidazo[1,2-a]pyridine-8-carboxylate